(R)-2-((tert-butoxycarbonyl)amino)-2-(3-chlorophenyl)acetic acid C(C)(C)(C)OC(=O)N[C@@H](C(=O)O)C1=CC(=CC=C1)Cl